C(C)(C)(C)OC(=O)N1CCC(CC1)NC(=O)C=1SC=C(C1NC(CN1CCCCCC1)=O)C.BrCC=1C=CC(=NC1)C(F)(F)F 5-(bromomethyl)-2-(trifluoromethyl)pyridine tert-butyl-4-(3-(2-(azepan-1-yl)acetamido)-4-methylthiophene-2-carboxamido)piperidine-1-carboxylate